N-(2,4-dimethoxybenzyl)cyclopentane-sulfonamide COC1=C(CNS(=O)(=O)C2CCCC2)C=CC(=C1)OC